C(C)OP(=O)(OCC=1C=C(C=CC1)OC(C1=C(C=CC=C1)OC(C)=O)=O)OCC 2-acetoxybenzoic acid 3-(diethoxy-phosphoryloxymethyl)-phenyl ester